ClC1=C(C(=CC=C1)F)C=1C=2C=3COCCCC3SC2NC([C@@H](N1)C)=O (5S)-3-(2-chloro-6-fluoro-phenyl)-5-methyl-14-oxa-9-thia-4,7-diazatricyclo[8.5.0.02,8]pentadecan-1(10),2(8),3-trien-6-one